Cl.C(C1=CC=CC=C1)OC1=CC=C(N)C=C1 4-benzyloxy-aniline, hydrochloride